O1CCC(CC1)N1N=CC(=C1)NC1=CC2=C(C=N1)C=C(N2)C#N 6-(1-(tetrahydro-2H-pyran-4-yl)-1H-pyrazol-4-ylamino)-1H-pyrrolo[3,2-c]pyridine-2-carbonitrile